C(=O)(OC(C)(C)C)NCCCCCCCCCN N-Boc-1,9-nonylenediamine